1,4-dioxane-2-yl-methanol O1C(COCC1)CO